ClC1=NC=CC=C1C1=C2N(C(=NC1=O)NC)C=CC(=C2)C(F)(F)F 4-(2-Chloropyridin-3-yl)-1-(methylamino)-6-(trifluoromethyl)-3H-pyrido[1,2-c]pyrimidin-3-one